3-[[4-[5-isobutyl-2-(2H-tetrazol-5-yl)phenyl]-1-piperidyl]methyl]pyridazine C(C(C)C)C=1C=CC(=C(C1)C1CCN(CC1)CC=1N=NC=CC1)C=1N=NNN1